5,6,7-Trihydroxy-3,4'-dimethoxyflavon OC1=C2C(C(=C(OC2=CC(=C1O)O)C1=CC=C(C=C1)OC)OC)=O